[3-[3-(7-azaspiro[3.5]nonan-2-yl)quinoxalin-6-yl]oxy-2-cyano-4-fluoro-phenyl]cyclopentanesulfonamide C1C(CC12CCNCC2)C=2C=NC1=CC=C(C=C1N2)OC=2C(=C(C=CC2F)C2(CCCC2)S(=O)(=O)N)C#N